BrCCOCCOCCF 1-bromo-2-[2-(2-fluoroethoxy)ethoxy]ethane